CS(=O)(=O)OCCOCCOCCOCCOCCOCCOCCOCCOC1=CC(=CC=C1)CC(=O)NC=1SC(=C(N1)C=1C=C2CCN(C2=CC1)C(C1=C(C=CC=C1)C)=O)C 23-(3-(2-((5-methyl-4-(1-(2-methylbenzoyl)indolin-5-yl)thiazol-2-yl)amino)-2-oxoethyl)phenoxy)-3,6,9,12,15,18,21-heptaoxatricosyl methanesulfonate